CC=1C(NC(N(C1)CC1=C(N=NN1)COCP(OCC)(OCC)=O)=O)=O diethyl (((5-((5-methyl-2,4-dioxo-3,4-dihydropyrimidin-1(2H)-yl)methyl)-1H-1,2,3-triazol-4-yl)methoxy)methyl)phosphonate